C1(CC1)C1=C(C=CC=C1CC(=O)N[C@@H]1[C@H](CCCC1(F)F)OC1CCN(CC1)C(=O)OC(C)(C)C)C1=CC(=CC(=C1)F)F tert-butyl 4-{[(1S,2R)-2-(2-{2-cyclopropyl-3',5'-difluoro-[1,1'-biphenyl]-3-yl} acetamido)-3,3-difluorocyclohexyl]oxy}piperidine-1-carboxylate